COC=1C=C(C=CC1)C1CN(C1)[C@@H]1[C@H](CCCC1)OC=1C=C2CN(C(C2=CC1)=O)C1C(NC(CC1)=O)=O 3-(5-(((1S,2S)-2-(3-(3-methoxyphenyl)azetidin-1-yl)cyclohexyl)oxy)-1-oxoisoindolin-2-yl)piperidine-2,6-dione